1-methyl-N-((6-(thiazol-5-ylmethoxy)-1H-indol-2-yl)methyl)cyclopropane-1-carboxamide CC1(CC1)C(=O)NCC=1NC2=CC(=CC=C2C1)OCC1=CN=CS1